tert-butyl (3S)-3-methyl-6-[2-(1-methyl-4-piperidyl)-7-quinolyl]-3,4-dihydro-2H-pyridine-1-carboxylate C[C@@H]1CN(C(=CC1)C1=CC=C2C=CC(=NC2=C1)C1CCN(CC1)C)C(=O)OC(C)(C)C